(S)-N-(2-((tert-butyldimethylsilyl)oxy)ethyl)-7-(4-fluorobenzyl)-2-methyl-2,3-dihydro-1H-pyrido[2,3-b][1,4]oxazin-6-amine [Si](C)(C)(C(C)(C)C)OCCNC=1C(=CC2=C(OC[C@@H](N2)C)N1)CC1=CC=C(C=C1)F